Benzyl ((1S)-(4,4-difluorocyclohexyl)(5-(2-methoxy-1-(4-methyl-2-oxo-2,3-dihydro-1H-imidazol-1-yl)ethyl)benzo[d]oxazol-2-yl)methyl)carbamate FC1(CCC(CC1)[C@@H](C=1OC2=C(N1)C=C(C=C2)C(COC)N2C(NC(=C2)C)=O)NC(OCC2=CC=CC=C2)=O)F